C(C)(C)N1CCC2(C[C@@H]2C(=O)N[C@@H](CCCCCC(CC)=O)C=2NC(=CN2)C2=CC3=CN(N=C3C=C2)C)CC1 (S)-6-Isopropyl-N-((S)-1-(5-(2-methyl-2H-indazol-5-yl)-1H-imidazol-2-yl)-7-oxononyl)-6-azaspiro[2.5]octan-1-carboxamid